CNC(=O)C1=NC=C(C(=O)O)C(=C1)N1CCOCC1 6-(methylcarbamoyl)-4-morpholinonicotinic acid